BrC1=C(NC=2C1=NC=CC2)C2=C(C=NC=C2)OC[C@H]2N(CC(C2)(F)F)C(=O)OC(C)(C)C tert-butyl (2S)-2-({[4-(3-bromo-1H-pyrrolo[3,2-b]pyridin-2-yl)pyridin-3-yl]oxy}methyl)-4,4-difluoropyrrolidine-1-carboxylate